Cl.ClCC=1N=C(SC1)C 4-(chloromethyl)-2-methylthiazole hydrochloride